7-(4-bromo-3-chloro-benzoyl)-2-[4-(cyclopropoxy)phenyl]-3-oxo-N-[rac-(1R)-1-[4-(difluoromethoxy)-2-fluoro-phenyl]ethyl]-6,8-dihydro-5H-imidazo[1,5-a]pyrazine-1-carboxamide BrC1=C(C=C(C(=O)N2CC=3N(CC2)C(N(C3C(=O)N[C@H](C)C3=C(C=C(C=C3)OC(F)F)F)C3=CC=C(C=C3)OC3CC3)=O)C=C1)Cl |r|